3-amino-6-(ethoxycarbonyl)-2-oxo-1-(4-phenyl-3,4-dihydro-2H-benzo[b][1,4]oxazin-6-yl)-1,2-dihydrothieno[2,3-b]pyrazine-7-carboxylic acid NC=1C(N(C2=C(N1)SC(=C2C(=O)O)C(=O)OCC)C2=CC1=C(OCCN1C1=CC=CC=C1)C=C2)=O